6-O-(β-D-galactopyranosyl)D-galactose [C@@H]1([C@H](O)[C@@H](O)[C@@H](O)[C@H](O1)CO)OC[C@H]([C@@H]([C@@H]([C@H](C=O)O)O)O)O